6-[(1R)-1-[3,6-Dimethyl-2-(1-methylpyrazol-4-yl)-4-oxo-chromen-8-yl]ethoxy]-2,3-difluoro-benzoic acid CC1=C(OC2=C(C=C(C=C2C1=O)C)[C@@H](C)OC1=CC=C(C(=C1C(=O)O)F)F)C=1C=NN(C1)C